((S)-3-cyclopentyl-1-(((S)-4-(ethylamino)-3,4-dioxo-1-((S)-2-oxopyrrolidin-3-yl)butan-2-yl)amino)-1-oxopropan-2-yl)aminoBenzoic acid C1(CCCC1)C[C@@H](C(=O)N[C@@H](C[C@H]1C(NCC1)=O)C(C(=O)NCC)=O)NC1=C(C(=O)O)C=CC=C1